CC=1CC2=CC=CC=C2C1 racemic-2-methylindene